N-[2-(5-chloro-1,3-benzoxazol-2-yl)-2-azaspiro[3.3]heptan-6-yl]-5-isobutylsulfinyl-furan-2-carboxamide ClC=1C=CC2=C(N=C(O2)N2CC3(C2)CC(C3)NC(=O)C=3OC(=CC3)S(=O)CC(C)C)C1